(R)-7-(2-(1-(2,2-difluoro-1-(4-fluoro-phenyl)propyl)-1H-pyrazol-4-yl)-5-methylpyrimidin-4-yl)-[1,2,4]triazolo-[1,5-a]pyridin-2-amine FC([C@@H](C1=CC=C(C=C1)F)N1N=CC(=C1)C1=NC=C(C(=N1)C1=CC=2N(C=C1)N=C(N2)N)C)(C)F